N-(4-(4-amino-7-methyl-5-(4-((3-oxomorpholino)methyl)phenyl)-7H-pyrrolo[2,3-d]pyrimidin-6-yl)phenyl)methacrylamide NC=1C2=C(N=CN1)N(C(=C2C2=CC=C(C=C2)CN2C(COCC2)=O)C2=CC=C(C=C2)NC(C(=C)C)=O)C